[C@@H]1(C[C@H](O)[C@@H](CO)O1)N1C=NC=2C(=S)NC(N)=NC12 6-thiodeoxyguanosine